tert-butyl ((5-(2-chloro-6-fluorophenyl)pyridin-2-yl)methyl)carbamate ClC1=C(C(=CC=C1)F)C=1C=CC(=NC1)CNC(OC(C)(C)C)=O